N6'-(2-(1-(2,2-Difluoroethyl)-1H-pyrazol-4-yl)pyrimidin-4-yl)-N4'-(3-fluorocyclohexyl)-5-((1-methylpiperidin-4-yl)oxy)-[2,3'-bipyridine]-4',6'-diamine FC(CN1N=CC(=C1)C1=NC=CC(=N1)NC1=CC(=C(C=N1)C1=NC=C(C=C1)OC1CCN(CC1)C)NC1CC(CCC1)F)F